2-(2H-1,2,3-triazol-2-yl)acetic acid N=1N(N=CC1)CC(=O)O